C(C)N1C(=NN(C1=O)C=1C=C2C=CN=C(C2=C(C1)O[C@H](C(F)(F)F)C)OC1C(COCC1)OC)CO 4-Ethyl-3-(hydroxymethyl)-1-(1-((3-methoxytetrahydro-2H-pyran-4-yl)oxy)-8-(((S)-1,1,1-trifluoropropan-2-yl)oxy)isoquinolin-6-yl)-1H-1,2,4-triazol-5(4H)-one